4-[6-(2-[[2-(2,6-dioxopiperidin-3-yl)-1,3-dioxo-2,3-dihydro-1H-isoindol-5-yl]oxy]ethyl)-2-azaspiro[3.3]heptan-2-yl]benzoic acid O=C1NC(CCC1N1C(C2=CC=C(C=C2C1=O)OCCC1CC2(CN(C2)C2=CC=C(C(=O)O)C=C2)C1)=O)=O